C(CCCCCCCCCCCCCCC)(=O)O.FC1=CC2=C(C(=NO2)C2CCN(CC2)CCC2=C(N=C3N(C2=O)CCCC3O)C)C=C1 3-[2-[4-(6-fluoro-1,2-benzisoxazol-3-yl)-1-piperidinyl]ethyl]-6,7,8,9-tetrahydro-9-hydroxy-2-methyl-4H-pyrido-[1,2-a]pyrimidin-4-one palmitate